methyl α-carbomethoxy-p-methoxy-cinnamate C(=O)(OC)C(C(=O)OC)=CC1=CC=C(C=C1)OC